4-[2-(2-{[(S)-3-methyl-1-piperidyl]methyl}-4-cyclopropyl-7-oxo-1,6-dihydro-1,6-diaza-6-indenyl)-6-(trifluoromethyl)-4-pyridyl]-3-(1-methyl-2-imidazolyl)benzonitrile C[C@@H]1CN(CCC1)CC=1NC=2C(N(C=C(C2C1)C1CC1)C1=NC(=CC(=C1)C1=C(C=C(C#N)C=C1)C=1N(C=CN1)C)C(F)(F)F)=O